C(C)(C)(C)OC(=O)N([C@H](C[C@@H](O[Si](C)(C)C(C)(C)C)C=1SC=C(N1)C(=O)OCC)C(C)C)OCCCCCC Ethyl 2-[(1R,3R)-3-{[(tert-butoxy)carbonyl](hexyloxy)amino}-1-[(tert-butyldimethylsilyl)oxy]-4-methylpentyl]-1,3-thiazole-4-carboxylate